9,9',9''-(5-(4,5-diphenyl-9H-carbazol-9-yl)-4-phenylpyridine-2,3,6-triyl)tris(9H-carbazole) C1(=CC=CC=C1)C1=CC=CC=2N(C3=CC=CC(=C3C12)C1=CC=CC=C1)C=1C(=C(C(=NC1N1C2=CC=CC=C2C=2C=CC=CC12)N1C2=CC=CC=C2C=2C=CC=CC12)N1C2=CC=CC=C2C=2C=CC=CC12)C1=CC=CC=C1